[(1R)-2-(1-benzofuran-3-yl)-1-{[(1R,2R,4S)-7-oxabicyclo[2.2.1]heptan-2-yl]formamido}ethyl]boronic acid O1C=C(C2=C1C=CC=C2)C[C@H](NC(=O)[C@H]2[C@H]1CC[C@@H](C2)O1)B(O)O